Methyl 2-((tert-butoxycarbonyl)amino)-3-(6-methyl-2-oxo-1,2-dihydroquinolin-3-yl)propanoate C(C)(C)(C)OC(=O)NC(C(=O)OC)CC=1C(NC2=CC=C(C=C2C1)C)=O